3-(1-methoxypropan-2-yl)-6-nitroquinazolin-4(3H)-one COCC(C)N1C=NC2=CC=C(C=C2C1=O)[N+](=O)[O-]